O=C1N(CC(C1)C(F)(F)F)C(=O)OC(C)(C)C tert-butyl 2-oxo-4-(trifluoromethyl)pyrrolidine-1-carboxylate